S1C2=C(C=C1)C(=CC=C2)C2N(CCNC2)CCCCOC2=CC(NC1=CC=CC=C21)=O 4-(4-(benzo[b]thiophene-4-yl-piperazine-1-yl)butoxy)-1H-quinoline-2-one